C(C)N(C1=CC=C(C=C1)C)CCO N-Ethyl-N-hydroxyethyl-p-toluidin